6-amino-7-(4-phenoxyphenyl)-9-{1-[1-(piperidin-4-ylmethyl)azetidin-3-yl]piperidin-4-yl}purin-8-one NC1=C2N(C(N(C2=NC=N1)C1CCN(CC1)C1CN(C1)CC1CCNCC1)=O)C1=CC=C(C=C1)OC1=CC=CC=C1